N-[(8-trans)-3-azabicyclo[3.2.1]oct-8-yl]-5-(8-fluoro-2-methylimidazo[1,2-a]pyridin-6-yl)-N-methyl-[1,3]thiazolo[5,4-d]pyrimidin-2-amine hydrochloride Cl.C12CNCC(CC1)C2N(C=2SC=1N=C(N=CC1N2)C=2C=C(C=1N(C2)C=C(N1)C)F)C